C(C)(C)(C)C=1C=C(C=CC1OC)C1(OCCO1)C1=CC=C(C=C1)/C=C/C(=O)OC Methyl (2E)-3-[4-[2-(3-tert-butyl-4-methoxyphenyl)-1,3-dioxolan-2-yl]phenyl]prop-2-enoate